BrC1=CC=C(C=C1)C1C2CN(CC=CCN2C1)C(=O)NC1=CC=C(C=C1)OC 9-(4-bromophenyl)-N-(4-methoxyphenyl)-1,6-diazabicyclo[6.2.0]dec-3-ene-6-carboxamide